4-((5,6-diphenyl-pyrazin-2-yl)(isopropyl)amino)butan-1-ol pyridine-formate N1=C(C=CC=C1)C(=O)OCCCCN(C(C)C)C1=NC(=C(N=C1)C1=CC=CC=C1)C1=CC=CC=C1